C[Si]1(O[Si](O[Si](O[Si](O[Si](O[Si](O1)(CCCN)C)(CCCN)C)(CCCN)C)(CCCN)C)(CCCN)C)CCCN 2,4,6,8,10,12-hexamethyl-2,4,6,8,10,12-hexa(aminopropyl)-cyclohexasiloxane